N-([1,1'-biphenyl]-2-yl)-9,9-dimethyl-9H-fluoren-3-amine C1(=C(C=CC=C1)NC=1C=CC=2C(C3=CC=CC=C3C2C1)(C)C)C1=CC=CC=C1